FC(S(=O)(=O)OC1=CC=2NC=3C=CC=CC3C2C=N1)(F)F 5H-pyrido[4,3-b]indol-3-yl trifluoromethanesulfonate